N-[3,7-difluoro-2-[4-(hydroxymethyl)cyclohexyl]-6-methoxy-indazol-5-yl]-6-(trifluoromethyl)pyridine-2-carboxamide FC=1N(N=C2C(=C(C(=CC12)NC(=O)C1=NC(=CC=C1)C(F)(F)F)OC)F)C1CCC(CC1)CO